N1=C(C=CC=C1)CC(CC)=O pyridyl-butanone